N[C@H](C(=O)O)CCS(=O)(=N)CCC(C(F)(F)F)(O)C1=NC=C(C=C1)C1CCCC1 (2s)-2-amino-4-(3-(5-cyclopentylpyridin-2-yl)-4,4,4-trifluoro-3-hydroxybutylsulfonimidoyl)butanoic acid